Ethyl-((1R,3R)-3-((2S,3S)-2-azido-3-methylpentanoylamino)-1-hydroxy-4-methylpentyl) thiazole-4-carboxylate S1C=NC(=C1)C(=O)O[C@](C[C@H](C(C)C)NC([C@H]([C@H](CC)C)N=[N+]=[N-])=O)(O)CC